[Si](C)(C)(C(C)(C)C)OCCN(C(OC(C)(C)C)=O)CCO tert-butyl (2-((tert-butyldimethylsilyl)oxy)ethyl)(2-hydroxyethyl)carbamate